C(N)(=O)C=1C(=C(C2=CC=C(C=C2C1)Cl)Cl)NC(=O)C=1N(N=C(C1)C(F)(F)F)C1=NC=CC=C1Cl N-(3-carbamoyl-1,6-dichloro-2-naphthyl)-2-(3-chloro-2-pyridinyl)-5-(trifluoromethyl)pyrazole-3-carboxamide